N-(5-chloro-1H-pyrrolo[3,2-b]pyridin-3-yl)-6,7-dihydro-1H-[1,4]dioxino[2',3':4,5]benzo[1,2-d]imidazol-2-amine ClC1=CC=C2C(=N1)C(=CN2)NC2=NC1=C(N2)C=C2C(=C1)OCCO2